3-(N-morpholino)-2-hydroxy-1-propanesulfonic acid C1COCCN1CC(CS(=O)(=O)O)O